pyrazinyl-phosphine ((1R,3r,5S)-8-(3-(3,4-Dichloro-2-methyl-2H-indazol-5-yl)-4-cyano-1H-pyrazolo[3,4-d]pyrimidin-6-yl)-8-azabicyclo[3.2.1]oct-3-yl)carbamate ClC=1N(N=C2C=CC(=C(C12)Cl)C1=NNC2=NC(=NC(=C21)C#N)N2[C@H]1CC(C[C@@H]2CC1)NC(O)=O)C.N1=C(C=NC=C1)P